ClC=1C(=NC=C(C1)CCl)C#N 3-chloro-5-(chloromethyl)pyridinecarbonitrile